BrC=1C=CC(=C(N(CC2=CC=C(C=C2)OC)CC2=CC=C(C=C2)OC)C1)F 5-bromo-2-fluoro-N,N-bis(4-methoxybenzyl)aniline